CC=1C=C2C(C=3CCCCC3C(C2=CC1)=O)=O 6-methyl-1,2,3,4-tetrahydro-9,10-anthraquinone